O=C1N(C=CC(N1)=O)C1C(CC(O1)C=O)F 5-(2,4-dioxo-3H-pyrimidin-1-yl)-4-fluorooxolane-2-carbaldehyde